3-(Phenoxyethylthiomethyl)-1H-1,2,4-triazole-5(4H)-thione O(C1=CC=CC=C1)CCSCC1=NNC(N1)=S